2,3,3-Trifluoropropen FC(=C)C(F)F